Methyl 4-(N-((6'-cyano-[1,1':3',1''-terphenyl]-4-yl)methyl)pentan-amido)-1-phenylpiperidine-4-carboxylate C(#N)C1=CC=C(C=C1C1=CC=C(C=C1)CN(C(CCCC)=O)C1(CCN(CC1)C1=CC=CC=C1)C(=O)OC)C1=CC=CC=C1